[5-[4-[4-chloro-3-(cyclopropylcarbamoyl)phenyl] pyrazol-1-yl]-1-methyl-4-(trifluoromethyl)pyrazol-3-yl]1,1,2,2,2-pentafluoroethanesulfonate ClC1=C(C=C(C=C1)C=1C=NN(C1)C1=C(C(=NN1C)OS(=O)(=O)C(C(F)(F)F)(F)F)C(F)(F)F)C(NC1CC1)=O